FC1([C@H]2CC=3C(=NN(C3C[C@]21C)C2OCCCC2)C=2NC1=CC(=CC=C1C2)C(=O)O)F 2-[(4aS,5aR)-5,5-difluoro-5a-methyl-1-(oxan-2-yl)-4H,4aH,6H-cyclopropa[f]indazol-3-yl]-1H-indole-6-carboxylic acid